1-(5-(2-phenoxyphenyl)furan-2-yl)ethan-1-one O(C1=CC=CC=C1)C1=C(C=CC=C1)C1=CC=C(O1)C(C)=O